CC1N(CC2(C1)NC(COC2)=O)C(=O)[O-] 3-methyl-7-oxo-9-oxa-2,6-diazaspiro[4.5]decane-2-carboxylate